(Z)-2-(6,7-Difluoro-1-(4-(4-fluorophenoxy)benzylidene)-2-methyl-1H-inden-3-yl)acetic acid FC1=CC=C2C(=C(/C(/C2=C1F)=C/C1=CC=C(C=C1)OC1=CC=C(C=C1)F)C)CC(=O)O